Phenylsulfoethylamine C1(=CC=CC=C1)NCCS(=O)(=O)O